(2S)-1-(9H-Carbazol-4-yloxy)-3-(isopropylamino)propan C1=CC=C(C=2C3=CC=CC=C3NC12)OCCCNC(C)C